2-[1-[3-[(3R)-2,6-dioxo-3-piperidyl]-1-methyl-indazol-6-yl]-4-piperidyl]-N-[5-fluoro-7-hydroxy-6-(1,1,4-trioxo-1,2,5-thiadiazolidin-2-yl)-2-naphthyl]acetamide O=C1NC(CC[C@@H]1C1=NN(C2=CC(=CC=C12)N1CCC(CC1)CC(=O)NC1=CC2=CC(=C(C(=C2C=C1)F)N1S(NC(C1)=O)(=O)=O)O)C)=O